FC1=C(C(=CC(=C1)C(C)(CC(C)(C)C)C)C1=CC=CC=C1)O fluoro-5-(2,4,4-trimethylpentan-2-yl)biphenyl-2-ol